(R)-2-(6-([1,4'-bipiperidin]-4-yl)-5-methyl-6,7,8,9-tetrahydro-5H-pyrido[3',4':4,5]pyrrolo[2,3-c]pyridazin-3-yl)phenol N1(CCC(CC1)N1[C@@H](C2=C(NC=3N=NC(=CC32)C3=C(C=CC=C3)O)CC1)C)C1CCNCC1